N-(4-((2-amino-3-chloropyridin-4-yl)oxy)-3-fluorophenyl)-5-(trifluoromethyl)-1-(3-(trifluoromethyl)pyridin-2-yl)-1H-pyrazole-4-carboxamide NC1=NC=CC(=C1Cl)OC1=C(C=C(C=C1)NC(=O)C=1C=NN(C1C(F)(F)F)C1=NC=CC=C1C(F)(F)F)F